2-((2-((3R,4R)-3-Amino-4-fluoropiperidin-1-yl)-5-fluoro-1H-benzo[d]imidazol-1-yl)methyl)pyrimidin-5-carbonitril N[C@@H]1CN(CC[C@H]1F)C1=NC2=C(N1CC1=NC=C(C=N1)C#N)C=CC(=C2)F